CC=1C(C(CC1)CCCCC)=O methyl-5-pentylcyclopent-2-en-1-one